CN1C(C(=C(C2=CC=C(C=C12)C)N1CCC(CC1)(C=1OC2=C(N1)C=C(C=C2)C)C)C(=O)N)=O 1,7-dimethyl-4-[4-methyl-4-(5-methyl-1,3-benzoxazol-2-yl)piperidin-1-yl]-2-oxo-1,2-dihydroquinoline-3-carboxamide